trans-4-(2-((R)-4-(2,3-dichlorophenyl)-3-trifluoromethylpiperazin-1-yl)ethyl)cyclohexane-1-amine ClC1=C(C=CC=C1Cl)N1[C@H](CN(CC1)CC[C@@H]1CC[C@H](CC1)N)C(F)(F)F